4-nitroindole-3-carboxaldehyde [N+](=O)([O-])C1=C2C(=CNC2=CC=C1)C=O